C1(=CC=C(C=C1)N(C1=CC=2C(C3=CC=CC=C3C2C=C1)(C)C)C1=CC=C(C=C1)Br)C1=CC=CC=C1 N-(1,1'-Biphenyl-4-Yl)-N-(4-Bromophenyl)-9,9-Dimethyl-9H-Fluoren-2-Amine